C(C1=CC=CC=C1)OCCC1[N@@](C1)S(=O)(=O)C1=CC=C(C)C=C1 (R)-2-(2-(benzyloxy)ethyl)-1-tosylaziridine